C1(=CC=CC=C1)C1=CC=C(C=C1)CCC(=O)NC1=C(C(=O)O)C=CC=C1 2-[3-(4-Phenylphenyl)propanamido]benzoic acid